((6-fluoro-2-methyl-1,2,3,4-tetrahydroisoquinolin-7-yl)amino)-5-((2-sulfamoylphenyl)amino)-1,2,4-triazine-6-carboxamide FC=1C=C2CCN(CC2=CC1NC=1N=NC(=C(N1)NC1=C(C=CC=C1)S(N)(=O)=O)C(=O)N)C